(S)-N-(3-(5-Fluoro-2-(2-fluoro-3-(methylsulfonyl)phenylamino)pyrimidin-4-yl)-1H-indol-7-yl)-3-methoxy-2-(4-methylpiperazin-1-yl)propanamid FC=1C(=NC(=NC1)NC1=C(C(=CC=C1)S(=O)(=O)C)F)C1=CNC2=C(C=CC=C12)NC([C@H](COC)N1CCN(CC1)C)=O